CC(C)C1=C(C(=CC=C1)C(C)C)N1C(N(CC1)C1=C(C=CC=C1C(C)C)C(C)C)C(Cl)(Cl)Cl 1,3-bis[2,6-bis(1-methylethyl)phenyl]-2-(trichloromethyl)imidazolidine